1-{2-[(tert-butyldimethylsilyl)oxy]-2-methylpropyl}-2-(ethoxymethyl)-4,5-diiodo-1H-imidazole [Si](C)(C)(C(C)(C)C)OC(CN1C(=NC(=C1I)I)COCC)(C)C